C(N)(=O)C12CCC(CC1)(CC2)CNC(OC(C)(C)C)=O tert-butyl [(4-carbamoylbicyclo[2.2.2]octan-1-yl)methyl]carbamate